O=C1COC2=C(N1)C=CC(=C2)C(=O)O 3-Oxo-3,4-dihydro-2H-1,4-benzoxazine-7-carboxylic acid